tertbutyl 4-(3-ethynylbenzoyl)piperazine-1-carboxylate C(#C)C=1C=C(C(=O)N2CCN(CC2)C(=O)OC(C)(C)C)C=CC1